trans-6-((phenylmethyloxy)methyl)-3-methyltetrahydro-2H-pyran-3-ol C1(=CC=CC=C1)COC[C@@H]1CC[C@](CO1)(O)C